4,6-Dichloro-5-pyrimidinecarboxylic acid ClC1=NC=NC(=C1C(=O)O)Cl